[Fe].[Ca].[Mg] magnesium-calcium iron